2-(2-(3-(4-bromophenyl)-1-phenyl-1H-pyrazol-4-yl)vinyl)isonicotinic acid BrC1=CC=C(C=C1)C1=NN(C=C1C=CC=1C=C(C(=O)O)C=CN1)C1=CC=CC=C1